N1=CC(=CC=C1)C=1C=C2CCO[C@@H](C2=CC1)CNC(OC(C)(C)C)=O (S)-tert-butyl ((6-(pyridin-3-yl)isochroman-1-yl)methyl)carbamate